[4-[(2,6-dioxo-3-piperidyl)carbamoyl]phenyl]piperazine-1-carboxylic acid tert-butyl ester C(C)(C)(C)OC(=O)N1C(CNCC1)C1=CC=C(C=C1)C(NC1C(NC(CC1)=O)=O)=O